5-methylthiophene-2-Sulphonyl chloride CC1=CC=C(S1)S(=O)(=O)Cl